ClC1=C(C=C(C=C1)C=1N=C(SC1)NS(=O)(=O)C1=CC=C(C=N1)NC(C)=O)F N-(6-(N-(4-(4-chloro-3-fluorophenyl)thiazol-2-yl)sulfamoyl)pyridin-3-yl)acetamide